(S)-N3,N5-Bis(3,4-difluorophenyl)-6-methyl-6,7-dihydropyrazolo[1,5-a]pyrazine-3,5(4H)-dicarboxamide FC=1C=C(C=CC1F)NC(=O)C=1C=NN2C1CN([C@H](C2)C)C(=O)NC2=CC(=C(C=C2)F)F